FC1=CC=C(C=C1)CS(=O)(=O)OC1=C(O[C@](C1=O)([2H])C1=CC=C(C=C1)C(F)(F)F)N (R)-2-amino-4-oxo-5-(4-(trifluoromethyl)phenyl)-4,5-dihydrofuran-3-yl-5-d (4-fluorophenyl)methanesulfonate